FC=1C(=C(C=CC1F)[C@H]1[C@@H](O[C@]([C@H]1C)(C(F)(F)F)C)C(=O)NC=1C(=NC=CC1)C(=O)N)OC (2R,3S,4S,5R)-3-(3,4-difluoro-2-methoxyphenyl)-4,5-dimethyl-5-trifluoromethyltetrahydrofuran-2-carboxamidopyridinecarboxamide